7-(4-chloro-2-(methylamino)-2,3-dihydro-1H-inden-5-yl)-3-((1-(4,4-difluoro-3-(3-fluoro-1H-pyrazol-1-yl)butyryl)-4-hydroxypiperidin-4-yl)methyl)thieno[3,4-d]pyrimidin-4(3H)-one ClC1=C2CC(CC2=CC=C1C=1SC=C2C1N=CN(C2=O)CC2(CCN(CC2)C(CC(C(F)F)N2N=C(C=C2)F)=O)O)NC